COC(CNC(C1=CN=C(C(=C1)[N+](=O)[O-])C)=O)OC N-(2,2-dimethoxyethyl)-6-methyl-5-nitronicotinamide